FC1=NC=C(C=C1)C 2-fluoro-5-methylpyridine